ClC1=C(C=CC(=C1)C(F)(F)F)NC(\C(=C(\C=1C=NOC1C)/O)\C#N)=O (Z)-N-(2-chloro-4-(trifluoromethyl)phenyl)-2-cyano-3-hydroxy-3-(5-methylisoxazol-4-yl)acrylamide